6-(cyclopropylmethoxy)-N-[3-({[fluoro(dideuterio)methyl]oxy}methyl)pentan-3-yl]-5-(3-methoxyazetidin-1-yl)pyridine-2-carboxamide C1(CC1)COC1=C(C=CC(=N1)C(=O)NC(CC)(CC)COC([2H])([2H])F)N1CC(C1)OC